COC1=C(C=CC=C1)CCCN1C2C(CC1CC2)C2=CN(C1=CC=CC=C21)S(=O)(=O)C2=CC=C(C=C2)C 3-(7-(3-(2-methoxyphenyl)propyl)-7-azabicyclo[2.2.1]heptan-2-yl)-1-(4-methylbenzenesulfonyl)-1H-indole